BrC=1C(=C2C(=NC1)NC=C2CC)Cl 5-bromo-4-chloro-3-ethyl-1H-pyrrolo[2,3-b]pyridine